di-(2-pyridineformyl)-amine iron [Fe].N1=C(C=CC=C1)C(=O)NC(=O)C1=NC=CC=C1